CCCC=C (E) and (Z)-pent-4-ene